C(CCCOCCCN)OCCCN 3'-(butane-1,4-diylbis(oxy))bis(propan-1-amine)